11-(methylsulfonyl)-6H-pyrimido[4,5-b][1,4]benzodiazepin-6-one CS(=O)(=O)N1C2=C(NC(C3=C1C=CC=C3)=O)C=NC=N2